dimethylcyclopentadienyl-(1,5-dimethylindenyl)zirconium C[Zr](C=1C(C2=CC=C(C=C2C1)C)C)(C1C=CC=C1)C